ClC1=C(C(N(C2=NC(=C(C=C12)Cl)Cl)C=1C(=NC=NC1C(C)C)C(C)C)=O)C#N 4,6,7-trichloro-1-(4,6-diisopropylpyrimidin-5-yl)-2-oxo-1,2-dihydro-1,8-naphthyridine-3-carbonitrile